N1C(N=CC2=C1N=CC=C2)=O pyridino[2,3-d]pyrimidin-2-one